ClC=1C(=NC(=NC1)NC=1C(=NN(C1)C1CCN(CC1)C)C)NCCCN1C(OC(CC1)(C)C)=O 3-(3-((5-chloro-2-((3-methyl-1-(1-methylpiperidin-4-yl)-1H-pyrazol-4-yl)amino)pyrimidin-4-yl)amino)propyl)-6,6-dimethyl-1,3-oxazinan-2-one